FC=1C=C(C=CC1OC1=NC=CC(=N1)C)C1=C2N(C=3N=CN=C(C31)NC(C)=O)CCN2 N-(5-{3-fluoro-4-[(4-methylpyrimidin-2-yl)oxy]phenyl}-7,8-dihydro-6H-imidazo[2',1':5,1]pyrrolo[2,3-d]pyrimidin-4-yl)acetamide